dimethyl (2Z)-2-(phenylhydrazono)pentanedioate C1(=CC=CC=C1)N\N=C(/C(=O)OC)\CCC(=O)OC